C(C1=CC=CC=C1)OC=1C=CC2=C(O[C@@H](CO2)CNC(CN2C(CCC2)=O)C2=CC=CC=C2)C1 1-{2-[((R)-7-Benzyloxy-2,3-dihydro-benzo[1,4]dioxin-2-ylmethyl)-amino]-2-phenyl-ethyl}-pyrrolidin-2-one